CC1(OC=2C=C(C(=C(C2C2C1CCC(=C2)C)O)C2=NC(=NO2)C)CCCCC)C 6,6,9-trimethyl-2-(3-methyl-1,2,4-oxadiazol-5-yl)-3-pentyl-6a,7,8,10a-tetrahydro-6H-benzo[c]chromen-1-ol